FC1(CN(CC[C@H]1NC1=NN2C(C(=N1)OC)=C(C=C2[2H])C=2C=CC1=C(N(N=N1)CC(F)F)C2)C2(COC2)C)F (R)-N-(3,3-difluoro-1-(3-methyl-oxetan-3-yl)piperidin-4-yl)-5-(1-(2,2-difluoroethyl)-1H-benzo[d][1,2,3]triazol-6-yl)-4-methoxypyrrolo[2,1-f][1,2,4]triazin-7-d-2-amine